(benzylamino)ethan-1-ol C(C1=CC=CC=C1)NC(C)O